11-amino-1-undecanethiol hydrochloride Cl.NCCCCCCCCCCCS